(E)-3-((3-((E)-4-(7-oxa-2-azaspiro[3.5]non-2-ylmethyl)styryl)-1H-indazol-6-yl)methylene)-4-phenylpyrrolidin-2-one trifluoroacetate FC(C(=O)O)(F)F.C1N(CC12CCOCC2)CC2=CC=C(/C=C/C1=NNC3=CC(=CC=C13)\C=C/1\C(NCC1C1=CC=CC=C1)=O)C=C2